BrC=1C(=C(OC2CCC(CC2)OCCN2CCN(CC2)C2=CC=C3C(=N2)N(N=C3C3C(NC(CC3)=O)=O)C)C=CC1)C(F)(F)F 3-(6-(4-(2-(((1r,4r)-4-(3-bromo-2-(trifluoromethyl)phenoxy)cyclohexyl)oxy)ethyl)piperazin-1-yl)-1-methyl-1H-pyrazolo[3,4-b]pyridin-3-yl)piperidine-2,6-dione